(R)-(4-(4-(difluoromethyl)pyrazolo[1,5-a]pyridin-2-yl)-6,7-dihydro-1H-imidazo[4,5-c]pyridin-5(4H)-yl)(6-(dimethylamino)pyrazolo[1,5-a]pyridin-3-yl)methanone FC(C=1C=2N(C=CC1)N=C(C2)[C@@H]2N(CCC1=C2N=CN1)C(=O)C=1C=NN2C1C=CC(=C2)N(C)C)F